5-(4-cyclohexylphenyl)-3-[3-(fluoromethyl)azetidine-1-carbonyl]-2-(3-pyridinyl)-4H-pyrazolo[1,5-a]pyrimidin-7-one C1(CCCCC1)C1=CC=C(C=C1)C=1NC=2N(C(C1)=O)N=C(C2C(=O)N2CC(C2)CF)C=2C=NC=CC2